2-allyl-6-(6-isoquinolylamino)-1-[6-(4-piperidyloxy)-2-pyridyl]-1,2-dihydro-3H-1,2,5,7-tetraazainden-3-one C(C=C)N1N(C2=NC(=NC=C2C1=O)NC=1C=C2C=CN=CC2=CC1)C1=NC(=CC=C1)OC1CCNCC1